COC=1C=C2CCN3C(C2=CC1OC)=CC(=NC3=O)N(C(CCC(=O)O)C)C3=C(C=C(C=C3C)C)C 4-({9,10-Dimethoxy-4-oxo-6H,7H-pyrimido[4,3-a]isoquinolin-2-yl}(2,4,6-trimethylphenyl)amino)pentanoic acid